CS(=O)(=O)C1=C(C=CC=C1)N1CCN(CC1)C=1NC(C2=C(N1)CCSC2)=O 3,5,7,8-tetrahydro-2-[4-[2-(methylsulfonyl)phenyl]-1-piperazinyl]-4H-thiopyrano[4,3-d]pyrimidine-4-one